[Co+3].N1=CC(=CC=C1)CNC(C(C1=C(C=C(C(=C1)C)C)C)NCC=1C=NC=CC1)=O N-(pyridine-3-ylmethyl)-2-[(pyridine-3-ylmethyl)amino]-2-(2,4,5-trimethylphenyl)acetamid Cobalt(III)